N1[C@@H](CCC1)C(=O)O prolineic acid